(3S)-N-[3-(2-[[(2R)-1-hydroxypropan-2-yl]amino]-6-[(1S,5R)-3-oxabicyclo[3.1.0]hex-1-yl]pyridin-4-yl)-4-methylphenyl]-3-(2,2,2-trifluoroethyl)pyrrolidine-1-carboxamide OC[C@@H](C)NC1=NC(=CC(=C1)C=1C=C(C=CC1C)NC(=O)N1C[C@@H](CC1)CC(F)(F)F)[C@]12COC[C@@H]2C1